8-(8,8-difluoro-6-azaspiro[3.4]oct-2-yl)-N-(1-(methylsulfonyl)piperidin-4-yl)quinazolin-2-amine FC1(CNCC12CC(C2)C=2C=CC=C1C=NC(=NC21)NC2CCN(CC2)S(=O)(=O)C)F